(R)-3-(2-oxoethyl)pyrrolidine-1-carboxylic acid tert-butyl ester C(C)(C)(C)OC(=O)N1C[C@H](CC1)CC=O